(n-propylcyclopentadienyl)hafnium (IV) trichloride [Cl-].[Cl-].[Cl-].C(CC)C1(C=CC=C1)[Hf+3]